benzyl 13-(azidomethyl)-11-methyl-19-(naphthalen-1-yl)-10-oxo-14-oxa-2,5,11,16,19,23-hexaazatetracyclo[13.7.1.0^{2,7}.0^{17,22}]tricosa-1(23),15,17(22)-triene-5-carboxylate N(=[N+]=[N-])CC1CN(C(CCC2CN(CCN2C=2C=3CCN(CC3N=C(O1)N2)C2=CC=CC1=CC=CC=C21)C(=O)OCC2=CC=CC=C2)=O)C